NC1=NC=NC=2N(C3=C(C=C(C=C3C21)C(=O)OC)C)CC(=O)OC(C)(C)C methyl 4-amino-9-(2-(tert-butoxy)-2-oxoethyl)-8-methyl-9H-pyrimido[4,5-b]indole-6-carboxylate